tert-butyl (R)-(2-((2-(N,N-bis(4-methoxybenzyl)sulfamoyl)-4-iodo-3-(2-(4-methoxybenzyl)-2H-tetrazol-5-yl)phenyl)sulfonamido)propyl)carbamate COC1=CC=C(CN(S(=O)(=O)C2=C(C=CC(=C2C=2N=NN(N2)CC2=CC=C(C=C2)OC)I)S(=O)(=O)N[C@@H](CNC(OC(C)(C)C)=O)C)CC2=CC=C(C=C2)OC)C=C1